(2R,3S,4S,5R)-4-[[3-[4-(Difluoromethyl)-3-fluoro-2-methoxy-phenyl]-4,5-dimethyl-5-(trifluoromethyl)-tetrahydrofuran-2-carbonyl]amino]pyridin-2-carboxamid FC(C1=C(C(=C(C=C1)[C@H]1[C@@H](O[C@]([C@H]1C)(C(F)(F)F)C)C(=O)NC1=CC(=NC=C1)C(=O)N)OC)F)F